OCCCCOP(=O)([O-])[O-].[Ca+2] calcium (4-hydroxybutyl)-phosphate